Cl.N1[C@@H](COCC1)CO (3R)-morpholin-3-ylmethanol hydrochloride